CN([C@H](CO[Si](C1=CC=CC=C1)(C1=CC=CC=C1)C(C)(C)C)C(=O)O)C(=O)OC(C)(C)C methyl-N-(tert-butoxycarbonyl)-O-(tert-butyldiphenylsilyl)-D-serine